CC1(OB(OC1(C)C)C1=CCC(CC1)NC([O-])=O)C [4-(4,4,5,5-tetramethyl-1,3,2-dioxaborolan-2-yl)cyclohex-3-en-1-yl]carbamate